COC(C(CC1=CC=C(C=C1)OCCCC)N1CCN(CCN(CCN(CC1)CC(OC(C)(C)C)=O)CC(OC(C)(C)C)=O)CC(=O)OC(C)(C)C)=O methyl-3-(4-butoxyphenyl)-2-[4,7,10-tris(2-tert-butoxy-2-oxoethyl)-1,4,7,10-tetraaza-cyclododecan-1-yl]propanoate